3-(2,5-dioxopyrrol-1-yl)-N-[2-(2-hydroxyethoxy)ethyl]propanamide O=C1N(C(C=C1)=O)CCC(=O)NCCOCCO